FC(C1=CC=CC(=N1)N1CC2(CN(C2)C(=O)OC(C)(C)C)CCC1)(F)F tert-butyl 6-[6-(trifluoromethyl)pyridin-2-yl]-2,6-diazaspiro[3.5]nonane-2-carboxylate